5-Azido-2-[(E)-3-(4-hydroxyphenyl)prop-2-enoyl]benzenesulfonic acid N(=[N+]=[N-])C=1C=CC(=C(C1)S(=O)(=O)O)C(\C=C\C1=CC=C(C=C1)O)=O